4-(5-methyl-2-oxo-2,3-dihydro-1H-1,3-benzodiazol-1-yl)piperidine-1-carboxylic acid tert-butyl ester C(C)(C)(C)OC(=O)N1CCC(CC1)N1C(NC2=C1C=CC(=C2)C)=O